C(#N)C=1C(=CC(=NC1)NC(=O)N1CCCC2=CC(=C(N=C12)C=O)CN1C(COC=CC1)=C=O)N1CC(CC1)OC N-(5-Cyano-4-(3-methoxypyrrolidin-1-yl)pyridin-2-yl)-7-formyl-6-((3-carbonyl-1,4-oxazepin-4-yl)methyl)-3,4-dihydro-1,8-naphthyridin-1(2H)-carboxamide